CN(C=CC(=O)C1=CC=C(C=C1)OC)C 3-dimethylamino-1-(4-methoxyphenyl)-2-propen-1-one